ClC1=CC(=C(C=C1S)OC(=O)N1CCOCC1)F 4-morpholinecarboxylic acid 4-chloro-2-fluoro-5-mercaptophenyl ester